tert-butyl (S)-(1-cycloheptyl-2-((5-(1,4-dimethyl-1H-pyrazol-5-yl)pyridin-2-yl)amino)-2-oxoethyl)carbamate C1(CCCCCC1)[C@@H](C(=O)NC1=NC=C(C=C1)C1=C(C=NN1C)C)NC(OC(C)(C)C)=O